4-chlorobenzyl (4-((3-(difluoromethyl)-1-methyl-1H-pyrazole-5-carboxamido)meth-yl)phenyl)carbamate FC(C1=NN(C(=C1)C(=O)NCC1=CC=C(C=C1)NC(OCC1=CC=C(C=C1)Cl)=O)C)F